1-(Cyclopropylimino)-4-(6-methyl-4-(2,6-diazaspiro[3.3]heptane-2-yl)quinazolin-2-yl)-2,3,4,5-tetrahydro-benzo[f][1,4]thiazepine C1(CC1)N=S1CCN(CC2=C1C=CC=C2)C2=NC1=CC=C(C=C1C(=N2)N2CC1(C2)CNC1)C